(E)-(2-cyano-2-(2-(3,5-dichloro-4-((3-methyl-1H-indazol-5-yl)oxy)phenyl)hydrazono)acetyl)-carbamic acid ethyl ester C(C)OC(NC(/C(=N/NC1=CC(=C(C(=C1)Cl)OC=1C=C2C(=NNC2=CC1)C)Cl)/C#N)=O)=O